[(p-chlorophenyl)sulfonyl]-3-propylurea ClC1=CC=C(C=C1)S(=O)(=O)NC(=O)NCCC